5-[6-(2-trimethylsilylethoxy)purin-9-yl]Tetrahydrofuran-3-ol C[Si](CCOC1=C2N=CN(C2=NC=N1)C1CC(CO1)O)(C)C